CCCCC/C=C\C/C=C\CCCCCCCCCCCC(=O)OC[C@H](COP(=O)(O)OC[C@@H](C(=O)O)N)OC(=O)CCCCCCCCC/C=C\C/C=C\CCCCC 1-(13Z,16Z-docosadienoyl)-2-(11Z,14Z-eicosadienoyl)-glycero-3-phosphoserine